4-((4-Bromobenzyl)oxy)quinoline-2-carboxylic acid methyl ester COC(=O)C1=NC2=CC=CC=C2C(=C1)OCC1=CC=C(C=C1)Br